4-(fluoromethoxy)-1-((2-fluoropyridin-4-yl)methyl)-1H-pyrrole-2-carboxylic acid FCOC=1C=C(N(C1)CC1=CC(=NC=C1)F)C(=O)O